CN(CCC=O)C(C)C(C)C 3-[METHYL(3-METHYLBUTAN-2-YL)AMINO]PROPANAL